FC1=C(C=C(C=C1)F)N1C=C(C(C2=CC(=C(C=C12)N1[C@H](CCC1)COC1=NC=CC=C1)F)=O)C(=O)O (R)-1-(2,5-difluorophenyl)-6-fluoro-4-oxo-7-(2-((pyridin-2-yloxy)methyl)pyrrolidin-1-yl)-1,4-dihydroquinoline-3-carboxylic acid